Cl.CN[C@@H](CCOCCC)C(=O)OCC1=CC(=NC(=C1)Cl)Cl (2,6-Dichloropyridin-4-yl)methyl N-methyl-O-propyl-L-homoserinate hydrochloride